1-((2-((6-(2-((R)-1-(ethylamino)ethyl)-5-methoxypyridin-4-yl)-[1,2,4]triazolo[1,5-a]pyrazin-8-yl)oxy)ethyl)thio)-6,6,6-trifluorohexan-3-amine C(C)N[C@H](C)C1=NC=C(C(=C1)C=1N=C(C=2N(C1)N=CN2)OCCSCCC(CCC(F)(F)F)N)OC